(1,2-dihydroxypropylethylene)bisacrylamide OC(C(C)O)C(CC=CC(=O)N)C=CC(=O)N